2,4-di(thiazol-4-yl)-3-(pyridin-2-ylmethyl)-7-methyl-3,7-diaza-bicyclo[3.3.1]nonan-9-one S1C=NC(=C1)C1C2CN(CC(C(N1CC1=NC=CC=C1)C=1N=CSC1)C2=O)C